OC(CCCC)C1=C(C(=O)O)C=CC=C1 2-(α-hydroxyn-pentyl)benzoic acid